4-((4'-chloro-2-(cyclopentylmethoxy)-[1,1'-biphenyl]-4-yl)thio)-1H-1,2,3-triazole-5-carboxylic acid ClC1=CC=C(C=C1)C1=C(C=C(C=C1)SC=1N=NNC1C(=O)O)OCC1CCCC1